NC1=NC(=NC2=CC(=C(C(=C12)C1=NC=CC=C1)OC)OC)N1CC2=CC=CC(=C2CC1)NS(=O)(=O)C 4-amino-6,7-dimethoxy-2-(5-methane-sulfonylamino-1,2,3,4-tetrahydroisoquinolin-2-yl)-5-(2-pyridyl)quinazoline